5-(8-(2,2-difluoro-3-(pyridin-2-yloxy)propoxy)imidazo[1,2-b]pyridazin-6-yl)pyrimidine-2,4(1H,3H)-dione FC(COC=1C=2N(N=C(C1)C=1C(NC(NC1)=O)=O)C=CN2)(COC2=NC=CC=C2)F